C(C)(C)(C)C1=CC(=NN1[C@@H]1[C@H](OCC1)CO)NC=1N(C=2C(=NC=C(C2Cl)OC2=CC=3N(N=C2)C=CN3)N1)C ((2S,3S)-3-(5-(tert-butyl)-3-((7-chloro-6-(imidazo[1,2-b]pyridazin-7-yloxy)-1-methyl-1H-imidazo[4,5-b]pyridin-2-yl)amino)-1H-pyrazol-1-yl)tetrahydrofuran-2-yl)methanol